(S)-N-(6-(4-(2,2-difluoroethyl)piperazin-1-yl)-2-(hydroxymethyl)-2-methyl-2,3-dihydrobenzofuran-5-yl)-6-(methylamino)pyrazolo[1,5-a]pyrimidine-3-carboxamide FC(CN1CCN(CC1)C1=CC2=C(C[C@@](O2)(C)CO)C=C1NC(=O)C=1C=NN2C1N=CC(=C2)NC)F